C(C)(=O)OC(CCCCCCCCCCC\C=C/C=C)OC(C)=O (3Z)-16,16-diacetoxy-1,3-hexadecadiene